3-aza-1-propylamine C(CN)N